(2,2-diphenylvinyl)(isopropyl)sulfane C1(=CC=CC=C1)C(=CSC(C)C)C1=CC=CC=C1